[F-].C(CC)[P+](CCC)(CCC)CCC Tetrapropylphosphonium fluorid